1-(4-(4-(5-Amino-3-ethyl-2-(((1R,3S)-3-hydroxycyclopentyl)amino)pyrido[3,4-b]Pyrazin-8-yl)-1H-pyrazol-1-yl)piperidin-1-yl)-2-methylpropan-1-one NC1=NC=C(C=2C1=NC(=C(N2)N[C@H]2C[C@H](CC2)O)CC)C=2C=NN(C2)C2CCN(CC2)C(C(C)C)=O